C(C)(C)(C)OC(N(N=O)[C@@H]1[C@H](C1)F)=O tert-butyl((1S,2S)-2-fluorocyclopropyl)(nitroso)carbamate